C(C)C(COC(=O)C1=CC=C(NC2=NC(=NC(=N2)NC2=CC=C(C=C2)C(=O)OCC(CCCC)CC)NC2=CC=C(C=C2)C(=O)NC(C)(C)C)C=C1)CCCC 4,6-Bis[4-(2-ethylhexyloxycarbonyl)anilino]-2-[4-(tert-butylaminocarbonyl)anilino]-1,3,5-triazine